2-(1-(2-((4-(((1,1,1,3,3,3-Hexafluoropropan-2-yl)oxy)carbonyl)piperazin-1-yl)methyl)-5-(trifluoromethyl)phenyl)piperidin-4-yl)acetic acid FC(C(C(F)(F)F)OC(=O)N1CCN(CC1)CC1=C(C=C(C=C1)C(F)(F)F)N1CCC(CC1)CC(=O)O)(F)F